(3S,4S)-1-benzyloxycarbonyl-4-hydroxypyrrolidine-3-carboxylic acid C(C1=CC=CC=C1)OC(=O)N1C[C@@H]([C@@H](C1)O)C(=O)O